N-ethyl-6-fluoro-5-[4-[(5-fluoro-2-methyl-3-oxo-4H-quinoxalin-6-yl)methyl]piperazin-1-yl]pyridine-2-carboxamide C(C)NC(=O)C1=NC(=C(C=C1)N1CCN(CC1)CC=1C(=C2NC(C(=NC2=CC1)C)=O)F)F